1,3-bis(imidazol-2-ylidene)benzene N=1C(N=CC1)=C1CC(CC=C1)=C1N=CC=N1